methyl (E)-2-{2-[6-(2,6-difluorophenoxy) pyrimidin-4-yloxy]phenyl}-3-methoxyacrylate FC1=C(OC2=CC(=NC=N2)OC2=C(C=CC=C2)/C(/C(=O)OC)=C\OC)C(=CC=C1)F